C(C)(C)(C)OC(=O)N1CCN(CC1)[C@@]1(COC[C@@H]1O[Si](C1=CC=CC=C1)(C1=CC=CC=C1)C(C)(C)C)C#N 4-((3R,4R)-4-((tert-butyldiphenylsilyl)oxy)-3-cyanotetrahydrofuran-3-yl)piperazine-1-carboxylic acid tert-butyl ester